N-(1-(difluoromethyl)-3-(pyridin-2-yl)-1H-pyrazol-4-yl)-5-(1H-pyrazol-4-yl)furan-2-carboxamide FC(N1N=C(C(=C1)NC(=O)C=1OC(=CC1)C=1C=NNC1)C1=NC=CC=C1)F